C1(CCCCC1)NC([C@H](CSC)NC(CC)=O)=O R-N-Cyclohexyl-3-(methylthio)-2-propionamidopropanamide